(S)-4-(3-fluorobenzyl)-N-(7-((2-methoxypyridin-4-yl)methoxy)-5-methyl-4-oxo-2,3,4,5-tetrahydrobenzo[b][1,4]oxazepin-3-yl)-1H-pyrazole-1-carboxamide FC=1C=C(CC=2C=NN(C2)C(=O)N[C@@H]2C(N(C3=C(OC2)C=CC(=C3)OCC3=CC(=NC=C3)OC)C)=O)C=CC1